OC1=C(C(=O)O)C(=CC=C1C(C)C)C 2-hydroxy-3-isopropyl-6-methylbenzoic acid